2-(2-(cyclopropanesulfonylamino)thiazol-4-yl)-N-(4-(6-ethoxypyrazin-2-yl)phenyl)-2-methoxyacetamide C1(CC1)S(=O)(=O)NC=1SC=C(N1)C(C(=O)NC1=CC=C(C=C1)C1=NC(=CN=C1)OCC)OC